nitrogen bis(4-cyanovaleric acid) C(#N)C(CCC(=O)O)C.C(#N)C(CCC(=O)O)C.[N]